C(C1=CC=CC=C1)(=O)N(C(C(CC)O)=O)C1=C(C=C(C=C1)B)NC(C1=C(C(=C(C(=C1F)F)F)F)F)=O N-(2-(N-benzoyl-2-hydroxybutanamido)-5-boraneylphenyl)-2,3,4,5,6-pentafluorobenzamide